N-(3-(7-Fluoro-5-oxo-1-thioxo-1,2-dihydro-[1,2,4]triazolo[4,3-a]quinazolin-4(5H)-yl)propyl)-2-(3-(trifluoromethyl)phenyl)acetamide FC=1C=C2C(N(C=3N(C2=CC1)C(NN3)=S)CCCNC(CC3=CC(=CC=C3)C(F)(F)F)=O)=O